FLUOROACRYLIC ACID C=C(C(=O)O)F